3-[4-(3-oxoazetidin-1-yl)phenyl]piperidine-2,6-dione O=C1CN(C1)C1=CC=C(C=C1)C1C(NC(CC1)=O)=O